BrC=1N=C(N2C1C(=NC=C2Cl)N)C 1-bromo-5-chloro-3-methylimidazo[1,5-a]pyrazin-8-amine